OC1(OCCC1)C=1C=CC(=C(C1)NC1=NC=NC2=CC(=C(C=C12)OC1CCN(CC1)C(C=C)=O)OC)OC 1-(4-((4-((5-(2-hydroxytetrahydrofuran-2-yl)-2-methoxyphenyl)amino)-7-methoxyquinazolin-6-yl)oxy)piperidin-1-yl)prop-2-en-1-one